Barium ricinoleat C(CCCCCCC\C=C/C[C@H](O)CCCCCC)(=O)[O-].[Ba+2].C(CCCCCCC\C=C/C[C@H](O)CCCCCC)(=O)[O-]